Cl.Cl.C(CC)(=O)O propanoate dihydrochloride